NC=1C=C2CN(C(C2=C(C1)OC(F)F)=O)[C@@H](C)C1CC1 (S)-5-amino-2-(1-cyclopropylethyl)-7-(difluoromethoxy)isoindolin-1-one